ClC1=C([C@H](C(=O)OC)O)C=CC=C1 (R)-methyl o-chloromandelate